C(CC)C(C(=O)O)CCC 2-propyl-pentanoic acid